(R)-3-(trifluoromethoxy)pyrrolidin FC(O[C@H]1CNCC1)(F)F